Formhydrazide C(=O)NN